FC(C=1C(=NC=CC1)N=C(C1=CC=CC=C1)C1=CC=CC=C1)F N-(3-(difluoromethyl)pyridin-2-yl)-1,1-diphenylmethanimine